OC1=C(C=C(C[NH-])C=C1)OC N-(4-hydroxy-3-methoxybenzyl)amid